4-bromo-N-((1R,2R,4S)-7-cyano-7-azabicyclo[2.2.1]heptan-2-yl)-2-(trifluoromethyl)benzamide BrC1=CC(=C(C(=O)N[C@H]2[C@H]3CC[C@@H](C2)N3C#N)C=C1)C(F)(F)F